BrC1=NN2C(C=C(C(=C2)C=2CC=NCC2)Cl)=N1 4-(2-bromo-7-chloro-[1,2,4]triazolo[1,5-a]pyridin-6-yl)-3,6-dihydropyridine